O=C1N(CC2=C3C(=CC=C12)C1(CCN(CC1)CC1=CC(=CC=C1)C=1C=NC=CC1)CO3)C3C(NC(CC3)=O)=O 3-(6-oxo-1'-(3-(pyridin-3-yl)benzyl)-6,8-dihydro-2H,7H-spiro[furo[2,3-e]isoindole-3,4'-piperidin]-7-yl)piperidine-2,6-dione